C(COCCOCCOCCOCC)O 3,6,9,12-tetraoxatetradecan-1-ol